N[C@@]1(CN(CCC1)C([C@@H](CC(=O)OC)CC1=CC=CC=C1)=O)CC1=CC=C(C=C1)Cl methyl (R)-4-((R)-3-amino-3-(4-chlorobenzyl)piperidin-1-yl)-3-benzyl-4-oxobutanoate